2'-(2-Chloro-5-fluoropyrimidin-4-yl)-3'-methyl-5'-(trideuteriomethyl)spiro[cyclopropane-1,6'-thieno[2,3-c]pyrrole]-4'-one ClC1=NC=C(C(=N1)C1=C(C2=C(C3(N(C2=O)C([2H])([2H])[2H])CC3)S1)C)F